2-phenyl-6-(4,4,5,5-tetramethyl-1,3,2-dioxaborolan-2-yl)-1H-indole C1(=CC=CC=C1)C=1NC2=CC(=CC=C2C1)B1OC(C(O1)(C)C)(C)C